CNCCC(=O)N1C2CN(CC1CC2)C2=CC=C(C=N2)C#N 6-[8-[3-(methylamino)propanoyl]-3,8-diazabicyclo[3.2.1]octan-3-yl]pyridine-3-carbonitrile